OC(C)(C)C1CN(C1)C=1C=C(C=2N(C1)N=CC2C#N)C=2C=NC(=CC2)N2CC1N(C(C2)C1)CC=1C=NC(=CC1)OC 6-(3-(2-hydroxypropan-2-yl)azetidin-1-yl)-4-(6-(6-((6-methoxypyridin-3-yl)methyl)-3,6-diazabicyclo[3.1.1]heptan-3-yl)pyridin-3-yl)pyrazolo[1,5-a]pyridine-3-carbonitrile